4-(tert-butyl)-2-(1,2,2-tribromovinyl)phenol C(C)(C)(C)C1=CC(=C(C=C1)O)C(=C(Br)Br)Br